C([C@@H]1[C@H]([C@@H]([C@@H]([C@H](O1)OC[C@@H]2[C@H]([C@@H]([C@@H]([C@@H](O2)O)O)O)O)O)O)O)O The molecule is alpha-D-Manp-(1->6)-D-Manp in which the anomeric configuration at the reducing end is beta. It has a role as an epitope.